(difluoro(2-(((S)-1-oxo-1-((S)-2-((R)-2-phenylmorpholine-4-carbonyl)pyrrolidin-1-yl)-3-(pyridin-3-yl)propan-2-yl)carbamoyl)benzo[b]thiophen-5-yl)methyl)phosphonic acid FC(C1=CC2=C(SC(=C2)C(N[C@H](C(N2[C@@H](CCC2)C(=O)N2C[C@H](OCC2)C2=CC=CC=C2)=O)CC=2C=NC=CC2)=O)C=C1)(F)P(O)(O)=O